OCC(C)(C)NC(=O)C=1C=2C[C@@H]3[C@H](C2N(N1)C1=NC=CC(=C1)Cl)C3 (1aR,5aR)-2-(4-Chloro-pyridin-2-yl)-1a,2,5,5a-tetrahydro-1H-2,3-diaza-cyclopropa[a]pentalene-4-carboxylic acid (2-hydroxy-1,1-dimethyl-ethyl)-amide